O[C@H](COC=1C=C(C=CC1)S(=O)(=O)NC(C)C)CNC1COC2(C1)CCN(CC2)S(=O)(=O)C2=CC1=CC=CC=C1C=C2 3-((2S)-2-hydroxy-3-(8-(naphthalen-2-ylsulfonyl)-1-oxa-8-azaspiro[4.5]decan-3-ylamino)propoxy)-N-isopropylbenzenesulfonamide